C(C=C)N1C(C(=NC2=CC=CC=C12)C1=CC=C(C=C1)C)=O 1-allyl-3-(p-tolyl)quinoxalin-2(1H)-one